(3R)-tert-Butyl 11,11-difluoro-3-methyl-8-(((methylsulfonyl)oxy)methyl)-3,4,8,9,10,11-hexahydro-1H-pyrido[4',3':3,4]pyrazolo[1,5-a]azepine-2(7H)-carboxylate FC1(C=2N(CC(CC1)COS(=O)(=O)C)N=C1C2CN([C@@H](C1)C)C(=O)OC(C)(C)C)F